FC=1C=C2CN(CC2=CC1)C(=O)NC1=CC=C(C=C1)C1CCN(CC1)S(=O)(=O)NC(OCC)=O ETHYL ((4-(4-(5-FLUOROISOINDOLINE-2-CARBOXAMIDO)PHENYL)PIPERIDIN-1-YL)SULFONYL)CARBAMATE